1-[2-[4-(2-chloro-4-fluoro-phenyl)-2-oxo-chromen-7-yl]oxypropanoyl]piperidine-3-carboxylic acid ClC1=C(C=CC(=C1)F)C1=CC(OC2=CC(=CC=C12)OC(C(=O)N1CC(CCC1)C(=O)O)C)=O